C(C)(C)OC1=C(N=CC=2N1N=C(N2)N[C@H]2CNCCC2)C=2C=NNC2 (R)-5-isopropoxy-N-(piperidin-3-yl)-6-(1H-pyrazol-4-yl)-[1,2,4]triazolo[1,5-a]pyrazin-2-amine